FC(C(=O)O)(F)F.CC1=NOC(=C1C1=CC(=C(C=C1)NC1CCNCC1)[N+](=O)[O-])C N-(4-(3,5-dimethylisoxazol-4-yl)-2-nitrophenyl)piperidin-4-amine trifluoroacetate salt